C1(=CC=CC2=CC=CC=C12)C1=CC=CC2=CC=CC=C12 (R)-(-)-1,1'-Binaphthalene